ClC1=CC2=C(C=C3N2C(=NN(C3=O)CC(=O)N[C@H]3CN(CCC3)CC(F)(F)F)C(C)(C)O)S1 (R)-2-(2-Chloro-5-(2-hydroxypropan-2-yl)-8-oxothieno[2',3':4,5]pyrrolo[1,2-d][1,2,4]triazin-7(8H)-yl)-N-(1-(2,2,2-trifluoroethyl)piperidin-3-yl)acetamide